2-chloro-N~4~-(trans-4-{[dimethyl(2-methyl-2-propanyl)silyl]oxy}cyclohexyl)-4,5-pyrimidinediamine ClC1=NC=C(C(=N1)N[C@@H]1CC[C@H](CC1)O[Si](C(C)(C)C)(C)C)N